C(C)C1=C(SC=C1)C1N(CCN1C)C 2-(3-Ethylthiophen-2-yl)-1,3-dimethylimidazolidine